methyl 2-((1-(3-isopropyl-6-methyl-2-morpholino-4-oxo-3,4-dihydroquinazolin-8-yl)ethyl)amino)benzoate C(C)(C)N1C(=NC2=C(C=C(C=C2C1=O)C)C(C)NC1=C(C(=O)OC)C=CC=C1)N1CCOCC1